ClC=1C=CC(=C(C(=O)NC2=NC=NC(=C2)C(F)(F)F)C1)O 5-chloro-N-(6-trifluoromethyl-4-pyrimidinyl)-2-hydroxybenzoamide